(S)-1-(3-aminopiperidin-1-yl)-2-(4-(4-(5-fluoroindolin-1-yl)pyrido[3,2-d]pyrimidin-6-yl)-1H-pyrazol-1-yl)ethan-1-one N[C@@H]1CN(CCC1)C(CN1N=CC(=C1)C=1C=CC=2N=CN=C(C2N1)N1CCC2=CC(=CC=C12)F)=O